O1CCN(CC1)C1=CC=C(C=N1)NC=1N=CC2=C(N1)N(C(C(=C2)OC2=CC=CC=C2)=O)C=2C=C(C=CC2)NC(C=C)=O N-(3-(2-((6-morpholinopyridin-3-yl)amino)-7-oxo-6-phenoxypyrido[2,3-d]pyrimidin-8(7H)-yl)phenyl)acrylamide